C1(=CC=CC=C1)C(CNCC#C)C1=CC=CC=C1 N-(2,2-diphenylethyl)prop-2-yn-1-amine